FC=1C=C(C=NC1)CN1CCC(=CC1)C1=NC=C(C=C1)C=1C=2N(C=C(C1)OCC(C)(C)O)N=CC2C#N 4-(1'-((5-Fluoropyridin-3-yl)methyl)-1',2',3',6'-tetrahydro-[2,4'-bipyridin]-5-yl)-6-(2-hydroxy-2-methylpropyloxy)pyrazolo[1,5-a]pyridine-3-carbonitrile